(R)-3-amino-1,1-bis(3-fluorophenyl)propan-2-ol NC[C@@H](C(C1=CC(=CC=C1)F)C1=CC(=CC=C1)F)O